N=1SN=C2C1C=CC=C2CNC(N(C)C)=O 3-(benzo[c][1,2,5]thiadiazol-4-ylmethyl)-1,1-dimethylurea